OC(C)([C@H](CCC=C)S(=O)(=O)N)C (S)-2-HYDROXY-2-METHYLHEPT-6-ENE-3-SULFONAMIDE